CN1C(C(=C(C=C1)[O-])NC(N[C@@H](CC(=O)[O-])C=1C=C(C=CC1)C1=CC=C(C=C1)OC(F)(F)F)=O)=O.[Na+].[Na+] sodium (S)-3-(3-(1-methyl-4-oxido-2-oxo-1,2-dihydropyridin-3-yl)ureido)-3-(4'-(trifluoro methoxy) biphenyl-3-yl)propanoate